C(C)(C)C=1C(=NC(=NC1)NC1=C(C=C(C(=C1)[N+](=O)[O-])N(C)CCN(C)C)OC)N1CC(C2=NC(=CC=C21)N2CCC2)(C)C Isopropyl-4-(5-(azetidin-1-yl)-3,3-dimethyl-2,3-dihydro-1H-pyrrolo[3,2-b]pyridine-1-yl)-2-((4-((2-(dimethylamino)ethyl)(methyl)amino)-2-methoxy-5-nitrophenyl)amino)pyrimidine